NC1=NC2=C(N1CC(CCCOC1=NN(C=C1C1=C(N=CC=C1C(=O)O)C)C)C)C=C(C=C2)N2C(CN(CC2)C(=O)OC(C)(C)C)=O 5-((5-(2-amino-6-(4-(tert-butoxycarbonyl)-2-oxopiperazin-1-yl)-1H-benzo[d]imidazol-1-yl)-4-methylpentyloxy)-1-methyl-1H-pyrazol-4-yl)-6-methylisonicotinic acid